CN1CCC(CC1)N1N=CC(=C1)NC(=O)C=1C=C2C(=NC1)NC=C2C2=CC=1N(C=C2)N=CC1C(NC1CCN(CC1)C)=O N-(1-(1-methylpiperidin-4-yl)-1H-pyrazol-4-yl)-3-(3-((1-methylpiperidin-4-yl)carbamoyl)pyrazolo[1,5-a]pyridin-5-yl)-1H-pyrrolo[2,3-b]pyridine-5-carboxamide